(S)-3-(6-isobutoxypyridin-3-yl)-3-(1-oxo-7-(2-(5,6,7,8-tetrahydro-1,8-naphthyridin-2-yl)ethyl)-3,4-dihydropyrrolo[1,2-a]pyrazin-2(1H)-yl)propionic acid C(C(C)C)OC1=CC=C(C=N1)[C@H](CC(=O)O)N1C(C=2N(CC1)C=C(C2)CCC2=NC=1NCCCC1C=C2)=O